C(#N)[C@H](CC1=CC=C(C=C1)C=1C=CC2=C(N(C(O2)=O)C)C1)NC(=O)[C@H]1OCCCN(C1)C (2S)-N-[(1S)-1-cyano-2-[4-(3-methyl-2-oxo-1,3-benzoxazol-5-yl)phenyl]ethyl]-4-methyl-1,4-oxazepane-2-carboxamide